4-(1H-indazol-5-ylsulfonyl)-5-methyl-1-(2,2,2-trifluoroethyl)pyrrole-2-carboxylic acid N1N=CC2=CC(=CC=C12)S(=O)(=O)C=1C=C(N(C1C)CC(F)(F)F)C(=O)O